NC1=C(C=CC(=C1F)Br)N1N=C(C=2CN(CCC21)C(=O)OC(C)(C)C)CO tert-butyl 1-(2-amino-4-bromo-3-fluorophenyl)-3-(hydroxymethyl)-1,4,6,7-tetrahydro-5H-pyrazolo[4,3-c]pyridine-5-carboxylate